4-Trifluoromethylpyrimidine-1-ium-1,6-diamine 2,4,6-trimethylbenzenesulfonate CC1=C(C(=CC(=C1)C)C)S(=O)(=O)[O-].FC(C1=NC=[N+](C(=C1)N)N)(F)F